NCCOCCOCCOCCOCCOCCOCCO 20-amino-3,6,9,12,15,18-hexaoxaeicosan-1-ol